(S)-1-(8,9-difluoro-6-oxo-1,4,5,6-tetrahydro-2H-pyrano[3,4-c]isoquinolin-1-yl)-3-(3,4-difluorophenyl)-1-methylurea FC=1C(=CC=2C3=C(NC(C2C1)=O)COC[C@H]3N(C(=O)NC3=CC(=C(C=C3)F)F)C)F